C1N(CC12CCCCC2)C2=NC=CC(=N2)NC2=CC(=NO2)C2=C(C=C(C=C2)OC)F N-(2-(2-Azaspiro[3.5]non-2-yl)pyrimidin-4-yl)-3-(2-fluoro-4-methoxyphenyl)isoxazol-5-amine